2-t-butyl-9,10-dimethoxyanthracene C(C)(C)(C)C1=CC2=C(C3=CC=CC=C3C(=C2C=C1)OC)OC